ON=CC1=C(C=C(C=C1Cl)Cl)Cl N-hydroxy-1-(2,4,6-trichlorophenyl)methaneimine